tert-butyl 4-(6-chloro-1,5-naphthyridin-2-yl)-3,6-dihydro-2H-pyridine-1-carboxylate ClC=1N=C2C=CC(=NC2=CC1)C=1CCN(CC1)C(=O)OC(C)(C)C